O=C(C(=O)NCC(=O)N[C@@H](CCCCN)C(=O)[O-])C1N(CCC1)C(CNC(=O)C1=CC=NC2=CC=CC=C12)=O ((2-oxo-2-((1s)-1-((quinoline-4-carbonyl)glycyl)pyrrolidin-2-yl)acetyl)glycyl)-L-lysinate